C1(CC1)C=1N=CN(C1)C1=CC=C(C=C1)C1=NC=C(C(=N1)SC)F 2-[4-(4-cyclopropylimidazol-1-yl)phenyl]-5-fluoro-4-methylsulfanyl-pyrimidine